2-phenyl-1H-indol C1(=CC=CC=C1)C=1NC2=CC=CC=C2C1